2-(((1-methyl-1H-1,2,4-triazol-5-yl)methoxy)methyl)-6-(trifluoromethyl)nicotinic acid CN1N=CN=C1COCC1=C(C(=O)O)C=CC(=N1)C(F)(F)F